4-(6-fluoro-3-isopropyl-5-(1-((1-isopropylpiperidin-4-yl)methyl)piperidin-4-yl)-1H-indol-2-yl)-1H-pyrazolo[3,4-b]pyridine FC1=C(C=C2C(=C(NC2=C1)C1=C2C(=NC=C1)NN=C2)C(C)C)C2CCN(CC2)CC2CCN(CC2)C(C)C